C1(=CC=CC=C1)C(=O)C1CCC2=CC=C(C=C12)C(F)(F)F phenyl-(6-(trifluoromethyl)-2,3-dihydro-1H-inden-1-yl)methanone